C(C1=CC=CC=C1)OC1=CC=C(C=C1)C1=CC2=C(N=CN=C2N2CCC(CC2)(O)C)N1 (6-(4-(benzyloxy)phenyl)-7H-pyrrolo[2,3-d]pyrimidin-4-yl)-4-methylpiperidin-4-ol